C(C)(C)(C)OC(=O)NC1(CCN(CC1)C(=O)OCC1=CC=CC=C1)CO benzyl 4-[(tert-butoxycarbonyl)amino]-4-(hydroxymethyl)piperidine-1-carboxylate